1,1-bis(4-hydroxyphenyl)cyclohexane iron sulfur [S].[Fe].OC1=CC=C(C=C1)C1(CCCCC1)C1=CC=C(C=C1)O